CC=1C=C(C=CC1N1CCN(CC1)C)C=1N=C2C(=NC1)NC=C2 2-(3-methyl-4-(4-methylpiperazin-1-yl)phenyl)-5H-pyrrolo[2,3-b]Pyrazine